6-methyl-2-{[(5-phenyl-1,2,4-oxadiazol-3-yl)methyl]sulfanyl}pyrimidin CC1=CC=NC(=N1)SCC1=NOC(=N1)C1=CC=CC=C1